(7S,15R)-9-(2,6-difluorophenyl)-15-fluoro-3,7-dimethyl-18-thia-2,4,5,8-tetrazatetracyclo[8.8.0.02,6.011,17]octadeca-1(10),3,5,8,11(17)-pentaene FC1=C(C(=CC=C1)F)C1=N[C@H](C2=NN=C(N2C=2SC=3C[C@@H](CCCC3C12)F)C)C